N-cyclohexyl-N-(2,2-dimethoxyethyl)acrylamide C1(CCCCC1)N(C(C=C)=O)CC(OC)OC